5-(7-Azabicyclo[2.2.1]hept-7-ylcarbonyl)-2'-(4,5-dimethyl-1H-imidazol-2-yl)-3,4'-bipyridine trifluoroacetate salt FC(C(=O)O)(F)F.C12CCC(CC1)N2C(=O)C=2C=C(C=NC2)C2=CC(=NC=C2)C=2NC(=C(N2)C)C